1-hydroxy-2-methyl-3-(4-nitrobenzyl)-4(1H)-quinolinone ON1C(=C(C(C2=CC=CC=C12)=O)CC1=CC=C(C=C1)[N+](=O)[O-])C